8-(4,4,5,5-tetramethyl-1,3,2-dioxaborolan-2-yl)quinolin-2(1H)-one CC1(OB(OC1(C)C)C=1C=CC=C2C=CC(NC12)=O)C